(E)-N-((2-bromopyridin-3-yl)methylene)-2-methylpropane-2-sulfinamide BrC1=NC=CC=C1\C=N\S(=O)C(C)(C)C